FC(C1=NN=C(O1)C1=CC=C(CC2=NN=C(O2)C=2C=CC(=NC2)N)C=C1)F 5-(5-(4-(5-(difluoromethyl)-1,3,4-oxadiazol-2-yl)benzyl)-1,3,4-oxadiazol-2-yl)pyridin-2-amine